2-(7-Azabenzotriazol-1-yl)-N,N,N',N'-tetramethyluronium N1(N=NC2=C1N=CC=C2)OC(=[N+](C)C)N(C)C